FC=1C=C(C=CC1F)CC(=O)N(C)[C@@H]1O[C@@H]([C@@H]([C@@H]([C@H]1O)N1N=NC(=C1)C1=CC(=CC=C1)F)O)CO 2-(3,4-difluorophenyl)-N-((2R,3R,4S,5R,6R)-4-(4-(3-fluorophenyl)-1H-1,2,3-triazol-1-yl)-3,5-dihydroxy-6-(hydroxymethyl)tetrahydro-2H-pyran-2-yl)-N-methylacetamide